ethyl 4-(3-{[4-(4-{4-[(tert-butoxycarbonyl)amino] butanamido}-1-methylimidazole-2-amido)-1-methylpyrrol-2-yl]formamido}propanamido)-1-methylimidazole-2-carboxylate C(C)(C)(C)OC(=O)NCCCC(=O)NC=1N=C(N(C1)C)C(=O)NC=1C=C(N(C1)C)C(=O)NCCC(=O)NC=1N=C(N(C1)C)C(=O)OCC